FC1=C(C=CC(=C1)OC)C1(CCOCC1)CO (4-(2-fluoro-4-methoxyphenyl)tetrahydro-2H-pyran-4-yl)methanol